(1S,3'R,4'S,5'S,6'R)-5-Ethynyl-6'-methyl-6-(4-ethoxybenzyl)-3',4',5',6'-tetrahydro-3H-spiro-[isobenzofuran-1,2'-pyran]-3',4',5'-triol C(#C)C=1C=C2CO[C@]3(O[C@@H]([C@H]([C@@H]([C@H]3O)O)O)C)C2=CC1CC1=CC=C(C=C1)OCC